C(C)OC1=NC=CC(=C1B(O)O)C 2-ETHOXY-4-METHYLPYRIDINE-3-BORONIC ACID